9-fluoro-4,5-dihydropyrano[3,4-c]isoquinoline-1,6-dione FC1=CC=2C3=C(NC(C2C=C1)=O)COCC3=O